6-(ethoxymethoxy)-2-fluoro-3-methoxybenzene C(C)OCOC1=CC=C(C(=C1)F)OC